3-(t-butyl)-N-(6-methoxy-5-(1-methyl-7-(methylthio)-2-oxo-1,2-dihydropyrimido[4,5-d]pyrimidin-3(4H)-yl)pyridin-3-yl)benzamide C(C)(C)(C)C=1C=C(C(=O)NC=2C=NC(=C(C2)N2C(N(C3=NC(=NC=C3C2)SC)C)=O)OC)C=CC1